CSC1=C(C=CC=C1)C(C)(C)N 2-(2-(methylthio)phenyl)propan-2-amine